7-chloro-6-(piperidin-4-yl)imidazo[1,2-a]pyridine hydrochloride Cl.ClC1=CC=2N(C=C1C1CCNCC1)C=CN2